O=C1OC2=CC(=CC=C2C(=C1)C1=C(C=CC=C1)C)CNC(=O)C1CCC(CC1)C(=O)OC methyl (1R,4R)-4-(((2-oxo-4-(o-tolyl)-2H-chromen-7-yl)methyl)carbamoyl)cyclohexane-1-carboxylate